Cl.Cl.CC=1C=C(C=C(C1)COC=1C=C(C(N)=N)C=CC1)COC=1C=C(C(N)=N)C=CC1 3,3'-(((5-methyl-1,3-phenylene)bis(methylene))bis(oxy))dibenzimidamide dihydrochloride